1-(4-chloro-3-methylphenyl)-N-(3-cyclopropyl-1H-pyrazol-5-yl)-5-oxopyrrolidine-3-carboxamide ClC1=C(C=C(C=C1)N1CC(CC1=O)C(=O)NC1=CC(=NN1)C1CC1)C